tris(1,1,1,3,3,3-hexafluoro-2-propyl)phosphorous acid FC(C(C(F)(F)F)OP(OC(C(F)(F)F)C(F)(F)F)OC(C(F)(F)F)C(F)(F)F)(F)F